Cl.BrC=1C=C2CCNCC2=CC1F 6-bromo-7-fluoro-1,2,3,4-tetrahydroisoquinoline hydrochloride